Cl.FC1=C(C=CC=C1)CON O-[(2-Fluorophenyl)methyl]hydroxylamine hydrochloride